O[C@H]1C2CCC(C1)N2 (2R)-2-hydroxy-7-azabicyclo[2.2.1]heptan